(2S,3R,4S,5R)-tetrahydro-2H-pyran-2,3,4,5-tetrayltetrakis(7-hydroxy-2,2-diphenylbenzo[d][1,3]dioxole-5-carboxylate) O1[C@@H]([C@H]([C@H]([C@@H](C1)C1=C(C=C(C=2OC(OC21)(C2=CC=CC=C2)C2=CC=CC=C2)O)C(=O)[O-])C2=C(C=C(C=1OC(OC12)(C1=CC=CC=C1)C1=CC=CC=C1)O)C(=O)[O-])C1=C(C=C(C=2OC(OC21)(C2=CC=CC=C2)C2=CC=CC=C2)O)C(=O)[O-])C2=C(C=C(C=1OC(OC12)(C1=CC=CC=C1)C1=CC=CC=C1)O)C(=O)[O-]